2,7-dichloroquinazolin-8-ol ClC1=NC2=C(C(=CC=C2C=N1)Cl)O